ClC1=C(C=2N=C(N=C(C2C=N1)N1CC2CC(C(C1)N2C(=O)OC(C)(C)C)O[Si](CC)(CC)CC)OCC2(CC2)CO)F tert-butyl 3-(7-chloro-8-fluoro-2-((1-(hydroxymethyl)cyclopropyl)methoxy)pyrido[4,3-d]pyrimidin-4-yl)-6-((triethylsilyl)oxy)-3,8-diazabicyclo[3.2.1]octane-8-carboxylate